N-(cyclopropylmethyl)-5-(furan-2-yl)-6-(4-methylquinazolin-6-yl)-1,2,4-triazin-3-amine C1(CC1)CNC=1N=NC(=C(N1)C=1OC=CC1)C=1C=C2C(=NC=NC2=CC1)C